FC1=CC=C(C(=N1)C)[C@@H](C=1N=NN(C1[2H])C1(CC1)C(F)(F)F)NC=1C=C2C(=C(C=NC2=C(C1)C#N)C#N)NCC(C)(C)C (S)-6-(((6-fluoro-2-methylpyridin-3-yl)(1-(1-(trifluoromethyl)cyclopropyl)-1H-1,2,3-triazol-4-yl-5-d)methyl)amino)-4-(neopentylamino)quinoline-3,8-dicarbonitrile